2,6-Bis(benzyloxy)-3-(3-fluoro-4-(4-(3-fluoro-4-(4,4,5,5-tetramethyl-1,3,2-dioxaborolan-2-yl)phenyl)piperidin-1-yl)phenyl)pyridine C(C1=CC=CC=C1)OC1=NC(=CC=C1C1=CC(=C(C=C1)N1CCC(CC1)C1=CC(=C(C=C1)B1OC(C(O1)(C)C)(C)C)F)F)OCC1=CC=CC=C1